1-{3-[(1R)-1-(1,4-dioxan-2-yl)ethoxy]pyridin-4-yl}methylamine O1C(COCC1)[C@@H](C)OC=1C=NC=CC1CN